ClC1=NC=C(C(=N1)NC1=C(C=CC=C1)P(=O)(C)C)F 2-chloro-N-(2-dimethylphosphorylphenyl)-5-fluoro-pyrimidin-4-amine